2-(4-methyl-3-pentenyl)-6-methyl-9-methacryloyloxy-10-methoxy-1,2,3,4-tetrahydroanthracene CC(=CCCC1CC2=C(C3=CC=C(C=C3C(=C2CC1)OC)C)OC(C(=C)C)=O)C